C(OCCOCCOCCOCCOCCOCCOCCOC)(OC1=CC=C(C=C1)[N+](=O)[O-])=O 2,5,8,11,14,17,20-heptaoxadocosan-22-yl (4-nitrophenyl) carbonate